2-chloro-6-(2,4-dimethoxybenzyl)-4-((2,4-dimethoxybenzyl)amino)-5-(o-tolyl)-5,6-dihydro-7H-pyrrolo[3,4-b]Pyridin-7-one ClC1=CC(=C2C(=N1)C(N(C2C2=C(C=CC=C2)C)CC2=C(C=C(C=C2)OC)OC)=O)NCC2=C(C=C(C=C2)OC)OC